C(C)(C)(C)OC(=O)N1CCN(CC1)C1=CC=C(N=N1)C(=O)O 6-(4-(T-Butoxycarbonyl)piperazin-1-yl)pyridazine-3-carboxylic acid